bis(trifluoromethanesulfonyl)imide [N-](S(=O)(=O)C(F)(F)F)S(=O)(=O)C(F)(F)F